tert-butyl 2-[2-[2-[2-[2-(2-bromo-ethoxy)ethoxy]ethoxy]ethoxy]ethoxy]acetate BrCCOCCOCCOCCOCCOCC(=O)OC(C)(C)C